2-(perfluorohexyl)acetic acid FC(C(C(C(C(C(F)(F)F)(F)F)(F)F)(F)F)(F)F)(CC(=O)O)F